4'-((3-butyl-1-(2-chlorophenyl)-5-oxo-1,5-dihydro-4H-1,2,4-triazol-4-yl)methyl)-N-(4,5-dimethylisoxazol-3-yl)-2'-methyl-[1,1'-biphenyl]-2-sulfonamide C(CCC)C1=NN(C(N1CC1=CC(=C(C=C1)C=1C(=CC=CC1)S(=O)(=O)NC1=NOC(=C1C)C)C)=O)C1=C(C=CC=C1)Cl